C1=2C=C(C=CC2CC1)C=1C=C2C(=CN(C2=CC1)CC(=O)N1[C@@H](CCC(CC1)F)C(NC1=NC(=CC=C1)C)=O)C(=O)N 5-(bicyclo[4.2.0]octa-1(6),2,4-trien-3-yl)-1-(2-((2S)-5-fluoro-2-((6-methylpyridin-2-yl)carbamoyl)azepan-1-yl)-2-oxoethyl)-1H-indole-3-carboxamide